3-(4-methoxy-2-(methoxymethoxy)phenyl)-7-((2-methoxyethoxy)methoxy)-4H-chromen-4-one COC1=CC(=C(C=C1)C1=COC2=CC(=CC=C2C1=O)OCOCCOC)OCOC